8-((tert-butoxycarbonyl)amino)-12,12-dimethyl-1,9,13-trioxoicosahydrocyclopropa[3,4]pyrrolo[1,2-a]pyrrolo[3,4-g][1,4]diazacyclotetradecine-15-carboxylate C(C)(C)(C)OC(=O)NC1CCCCC2C(CC(NC(C3N(C1=O)CC1C3C1(C)C)=O)C(=O)[O-])C(NC2)=O